CC1=CC(=CC(=N1)NC(=O)C12C3CCC(C2C1)O3)C(F)(F)F N-(6-methyl-4-(trifluoromethyl)pyridin-2-yl)-8-oxatricyclo[3.2.1.02,4]octane-2-carboxamide